FC1=CC2=C(N=C(S2)NN)C=C1 (6-fluoro-1,3-benzothiazol-2-yl)hydrazine